BrC=1N=C(N(N1)C1=NC=C(C=C1)C#N)C(C)NC(C1=CC(=CC(=C1)C(F)(F)F)OC(F)(F)F)=O N-[1-[5-bromo-2-(5-cyano-2-pyridyl)-1,2,4-triazol-3-yl]ethyl]-3-(trifluoromethoxy)-5-(trifluoromethyl)benzamide